N1CN=C(C2=CC3=C(C=C12)OC=CO3)N dihydro-[1,4]dioxino[2,3-g]quinazolin-4-amine